C1(CC1)[C@@](C)(O)C=1C(N(C=CC1)C1=NC=C(C(=C1)C1=NNC2=NC(=NC=C21)NC2=NC=C(C=C2F)F)C)=O |r| (±)-3-(1-Cyclopropyl-1-hydroxyethyl)-4'-(6-((3,5-difluoropyridin-2-yl)amino)-1H-pyrazolo[3,4-d]pyrimidin-3-yl)-5'-methyl-2H-[1,2'-bipyridin]-2-one